3-(4-n-propylphenyl)propanoic acid C(CC)C1=CC=C(C=C1)CCC(=O)O